The molecule is a hexadecenal containing a double bond at position 11 (the cis-stereoisomer). Major pheromone component detected in the whole-animal male Helicoverpa zea antennal preparations It has a role as a pheromone and an epitope. CCCC/C=C\\CCCCCCCCCC=O